C(CCCCCCCC)OS(=O)(=O)C1=CC=CC=C1 nonylbenzenesulfonate